Ethyl 5-chloro-2-ethyl-1-(3-fluoro-4-(3,3,3-trifluoro-2,2-dimethylpropyl)phenyl)-1H-imidazole-4-carboxylate ClC1=C(N=C(N1C1=CC(=C(C=C1)CC(C(F)(F)F)(C)C)F)CC)C(=O)OCC